N-(2,2,6,6-tetramethylpiperazin-4-yl)-acrylamide CC1(NC(CN(C1)NC(C=C)=O)(C)C)C